CO[C@@H]1CN(CCC1)C1=NC(=CC=C1)[N+](=O)[O-] 2-[(3S)-3-Methoxypiperidin-1-yl]-6-nitropyridine